2-{[4-(3-acetyl-4-hydroxyphenyl)-7-amino-1-oxo-2,3-dihydro-1H-isoindol-2-yl]methyl}prop-2-enamide C(C)(=O)C=1C=C(C=CC1O)C1=C2CN(C(C2=C(C=C1)N)=O)CC(C(=O)N)=C